(1S,4S)-4'-(benzyloxy)-7-(dibenzylamino)-4-methyl-2'-(methylthio)-3,4,5',8'-tetrahydro-2H-spiro[naphthalene-1,7'-pyrano[4,3-d]pyrimidine]-8-carbonitrile Copper(I) cyanide [Cu]C#N.C(C1=CC=CC=C1)OC=1C2=C(N=C(N1)SC)C[C@@]1(OC2)CC[C@@H](C2=CC=C(C(=C21)C#N)N(CC2=CC=CC=C2)CC2=CC=CC=C2)C